C[N+]1(CCC(C1)OC(=O)C(C2CCCC2)(C3=CC=CC=C3)O)C.[Br-] The molecule is a quaternary ammonium salt composed of 3-{[cyclopentyl(hydroxy)phenylacetyl]oxy}-1,1-dimethylpyrrolidin-1-ium and bromide ions in a 1:1 ratio. It is a quaternary ammonium salt and an organic bromide salt.